(3-acetoxyl)-propyltriphenyl-phosphonium bromide [Br-].O(C(=O)C)CCC[P+](C1=CC=CC=C1)(C1=CC=CC=C1)C1=CC=CC=C1